CC1([C@@H]2CCC([C@@H]([C@]2(CCC1)C)C(=O)O)=C)C (1S,4aS,8aS)-5,5,8a-trimethyl-2-methylenedecahydronaphthalene-1-carboxylic acid